C(C)S(=O)(=O)NC1C(N(CCC1)C(=O)OCC)CO[C@@H]1CC[C@@H](CC1)C(C)C ethyl 3-((ethylsulfonyl)amino)-2-(((cis-4-isopropylcyclohexyl)oxy)methyl)-piperidine-1-carboxylate